F[C@@H]1C[C@@](N(C1)C=1C=NC(=CC1)C(F)(F)F)(C)COC=1N=CC2=C(CNC(O2)=O)N1 6-(((2S,4R)-4-fluoro-2-methyl-1-(6-(trifluoromethyl)pyridin-3-yl)pyrrolidin-2-yl)methoxy)-3,4-dihydro-2H-pyrimido[4,5-e][1,3]oxazin-2-one